C1(=CC=CC=C1)C1=C(C=CC=C1)P(O)(=O)C1=CC=CC=C1 phenyl-(diphenylphosphinic acid)